tetradecyl n-nonanoate C(CCCCCCCC)(=O)OCCCCCCCCCCCCCC